O=C(/C=C/C1=CC=C(OC=2C=C(C=C(C2)C(=O)O)C(=O)O)C=C1)C1=CC=CC=C1 5-[4-[(E)-3-Oxo-3-phenylprop-1-enyl]phenoxy]benzene-1,3-dicarboxylic acid